N-(2-(1,3-dimethyl-1H-pyrazol-4-yl)pyrimidin-4-yl)-1-isopropyl-3-((2R,3S)-2-methyl-3-((methanesulfonyl)methyl)azetidin-1-yl)-1H-pyrazolo[4,3-c]pyridin-6-amine CN1N=C(C(=C1)C1=NC=CC(=N1)NC1=CC2=C(C=N1)C(=NN2C(C)C)N2[C@@H]([C@H](C2)CS(=O)(=O)C)C)C